9-bromo-6,7-dichloro-2-methyl-3,4-dihydropyrazino[1,2-a]indol-1-one BrC=1C=2C=C3N(C2C(=C(C1)Cl)Cl)CCN(C3=O)C